tert-butyl [3-(4-bromo-1H-pyrazol-1-yl)bicyclo[1.1.1]pentan-1-yl]carbamate BrC=1C=NN(C1)C12CC(C1)(C2)NC(OC(C)(C)C)=O